N[C@@H](C)C=1N(C(C=2C(=CC=C3C2C1CCC3)C#CC=3C=NN(C3)C)=O)C3=CC(=CC=C3)F (S)-3-(1-aminoethyl)-2-(3-fluorophenyl)-9-((1-methyl-1H-pyrazol-4-yl)ethynyl)-2,4,5,6-tetrahydro-1H-benzo[de]isoquinolin-1-one